O=S1(N=C2N(CC1)CCCC2C2=CC=C(OC=1C=C(C#N)C=CC1)C=C2)=O 3-[4-(2,2-dioxido-3,4,6,7,8,9-hexahydropyrido[2,1-c][1,2,4]thiadiazin-9-yl)phenoxy]benzonitrile